NC1=C(C=CC(=C1F)NCC1=CC=C(C=C1)O)NC(CCC#C)=O N-(2-amino-3-fluoro-4-((4-hydroxybenzyl)amino)phenyl)pent-4-ynamide